(R)-2-((dimethylamino)methylene)-4-methyl-3-oxo-4-(1H-pyrazol-3-yl)cyclopentane-1,1-dicarboxylic acid diethyl ester C(C)OC(=O)C1(C(C([C@](C1)(C1=NNC=C1)C)=O)=CN(C)C)C(=O)OCC